NC1=NNC2=C(C=C(C=C12)C1=CC(=NC=C1)NC(C(C)(C)C)=O)C#CC(C)(C)C N-(4-(3-amino-7-(3,3-dimethylbut-1-yn-1-yl)-1H-indazol-5-yl)pyridin-2-yl)pivalamide